2-((3S,4S)-4-amino-3-methyl-2-oxa-8-azaspiro[4.5]decan-8-yl)-5-(1-phenylcyclopropyl)pyrimidin-4(3H)-one N[C@@H]1[C@@H](OCC12CCN(CC2)C2=NC=C(C(N2)=O)C2(CC2)C2=CC=CC=C2)C